C(C)(C)S(=O)(=O)N1C=C(C(=C1C)C)C(=O)N 1-isopropylsulfonyl-4,5-dimethyl-pyrrole-3-carboxamide